C(C)C1(C(C(C(C=C1C)=O)C)C)C 5-ethyl-3,4,5,6-tetramethyl-cyclohexen-2-one